2-hydroxyethyl-(Sulfonylamino)-2-(6-azaspiro[2.5]octane-6-yl)benzamide OCCS(=O)(=O)NC=1C(=C(C(=O)N)C=CC1)N1CCC2(CC2)CC1